[Br-].C(C)(=O)NC[C@H]1CN(C(O1)=O)C1=CC(=C(C=C1)C1=CC=[N+](C=C1)CC1=CSC=C1)F (S)-4-{4-[5-(acetamidomethyl)-2-oxooxazolidin-3-yl]-2-fluorophenyl}-1-(thiophen-3-ylmethyl)pyridin-1-ium bromide